OC1=C(C=C(C(=C1)O)C(C)C)C1=NN=C(N1C1=CC=C(C=C1)CC1CCN(CC1)C(=O)O[C@H](C(=O)OCC1=CC=CC=C1)C)C(NCC)=O [(1S)-2-benzyloxy-1-methyl-2-oxo-ethyl] 4-[[4-[3-(2,4-dihydroxy-5-isopropyl-phenyl)-5-(ethylcarbamoyl)-1,2,4-triazol-4-yl]phenyl]methyl]piperidine-1-carboxylate